(4-(4-((3-(3,6-difluoropyridin-2-yl)-1-((1r,4r)-4-ethoxycyclohexyl)-1H-pyrazol-4-yl) carbamoyl) thiazol-2-yl)-1H-pyrazol-1-yl) methylglycinate hydrochloride Cl.CNCC(=O)ON1N=CC(=C1)C=1SC=C(N1)C(NC=1C(=NN(C1)C1CCC(CC1)OCC)C1=NC(=CC=C1F)F)=O